COC(=O)C1(CC1)C(NC1CCC(CC1)OC1=CC(=C(C=C1)C#N)Cl)=O (1r,4r)-1-((4-(3-chloro-4-cyanophenoxy)cyclohexyl)carbamoyl)cyclopropane-1-carboxylic acid methyl ester